[Zn].[Cu] copper zinc salt